C(CCCCCCCCCCCCCCC)O[C@@H](COC(CCC(=O)OCC[N+](C)(C)C)=O)COCCCCCCCCCCCCCCCC |r| racemic-[2-(2,3-dihexadecyloxypropyl-oxysuccinyloxy)ethyl]Trimethylammonium